C(C)(C)(C)C=1C=CC(=NC1)C(=O)O 5-tert-butylpyridine-2-carboxylic acid